C(#N)C1=CC(=C(C=C1)N(C(OC(C)(C)C)=O)CS(=O)(=O)C1=CC=CC=C1)S(=O)(=O)C tert-Butyl (4-Cyano-2-(methylsulfonyl)phenyl)(phenylsulfonyl)methylcarbamate